[11C]Methyl Triflate O(S(=O)(=O)C(F)(F)F)[11CH3]